C1=CC=C(C=C1)CC(C(=O)O)NC(=O)CCC(C(=O)O)N The molecule is a dipeptide composed of glutamic acid and phenylalanine joined together by a peptide linkage. It has a role as a human metabolite. It derives from a glutamic acid and a phenylalanine.